C1(CCCCC1)P(C1CCCCC1)C1CCCCC1.C1(CCCCC1)P(C1CCCCC1)C1CCCCC1.[Pd+2] palladium (II) bis(tricyclohexylphosphine)